1-(6-(4-isopropyl-4H-1,2,4-triazol-3-yl)pyridin-2-yl)-3-(isoquinolin-3-yl)urea C(C)(C)N1C(=NN=C1)C1=CC=CC(=N1)NC(=O)NC=1N=CC2=CC=CC=C2C1